N1(CCCCCC1)CC1=CN=C(S1)CNC1=C2C(N(C(=NC2=CC=C1)C)C1C(NC(CC1)=O)=O)=O 3-(5-(((5-(azepan-1-ylmethyl)thiazol-2-yl)methyl)amino)-2-methyl-4-oxoquinazolin-3(4H)-yl)piperidine-2,6-dione